BrC1=C2CCC[C@@H](C2=CC=C1)NC1=CC(N(C(N1)=O)C(C)C)=O (S)-6-((5-bromo-(1,2,3,4-tetrahydronaphthyl))amino)-3-isopropylpyrimidine-2,4(1h,3h)-dione